FC=1C=C(C=C2C(=CC=NC12)C(=O)NC)C1=NC(=NC=C1F)NC1CCN(CC1)S(=O)(=O)C 8-Fluoro-6-(5-fluoro-2-((1-(methylsulfonyl)piperidin-4-yl)amino)pyrimidin-4-yl)-N-methylquinoline-4-carboxamide